NC=1C(=C(C=CC1)N1CCN(CC1)C(=O)OC(C)(C)C)[N+](=O)[O-] tert-butyl 4-(3-amino-2-nitrophenyl)-piperazine-1-carboxylate